NC=1C=CC(=C2C(=NN(C12)CC(F)F)N(S(=O)(=O)C)CC1=CC=C(C=C1)OC)Cl N-(7-amino-4-chloro-1-(2,2-difluoroethyl)-1H-indazol-3-yl)-N-(4-methoxybenzyl)methanesulfonamide